N1CCC(CC1)C=1N=C2SC(=CN2N1)C=1C=C2C=NNC2=CC1 5-[2-(piperidin-4-yl)-[1,2,4]triazolo[3,2-b][1,3]thiazol-5-yl]indazole